C(#N)C1=CC2=C(N(N=C2C=C1)C(C1=C2C=CN(C2=C(C=C1OC)C)C(=O)OC(C)(C)C)C1C(C1)C(=O)OCC)O tert-butyl 4-((5-cyano-3-hydroxy-2H-indazol-2-yl)(2-(ethoxycarbonyl)cyclopropyl)methyl)-5-methoxy-7-methyl-1H-indole-1-carboxylate